triazine-2-yl-phosphonate N1N(N=CC=C1)P([O-])([O-])=O